3-[4-(2-morpholin-4-ylethoxy)naphthalen-1-yl]urea N1(CCOCC1)CCOC1=CC=C(C2=CC=CC=C12)NC(N)=O